C(#N)CN1N=C(C(=C1)C1=CN=C2N1C=CN=C2NC2=CC(=C(C(=O)NCCNC(=O)[C@H]1N(CCC1)C(=O)OC(C)(C)C)C=C2)CC)C(F)(F)F tert-butyl (2S)-2-[2-[[4-[[3-[1-(cyanomethyl)-3-(trifluoromethyl)pyrazol-4-yl]imidazo[1,2-a]pyrazin-8-yl]amino]-2-ethyl-benzoyl]amino]ethylcarbamoyl]pyrrolidine-1-carboxylate